BrC=1C=C(C2=C(N(C(=N2)C(C)C)C)C1)Cl 6-bromo-4-chloro-2-isopropyl-1-methyl-1H-benzo[d]imidazole